C(C)(C)OC=1C=C(C=C(C1)CCC)CN (3-Isopropoxy-5-propylphenyl)methylamine